13-{3-[(2-decyl-1-oxotetradecyl) oxy] propyl}-2-methyl-9,12-dioxo-5-oxa-2,8,13-triazahexadec-10-en-16-yl 2-decyltetradecanoate C(CCCCCCCCC)C(C(=O)OCCCN(C(C=CC(NCCOCCN(C)C)=O)=O)CCCOC(C(CCCCCCCCCCCC)CCCCCCCCCC)=O)CCCCCCCCCCCC